3-sulfanyl-propionic acid [3-(3-sulfanyl propionyloxy)-2,2-bis(3-sulfanyl propionyloxymethyl) propyl] ester SCCC(=O)OCC(COC(CCS)=O)(COC(CCS)=O)COC(CCS)=O